C1(CC1)N(C=1N=CC(=NC1)C1=C(C=C(C(=C1)F)C1=CC(=NC(=C1)OC)F)O)[C@@H]1[C@@H]([C@H]2CC[C@@H](C1)N2)F 2-(5-(cyclopropyl((1R,2R,3S,5S)-2-fluoro-8-azabicyclo[3.2.1]octan-3-yl)amino)pyrazin-2-yl)-4-fluoro-5-(2-fluoro-6-methoxypyridin-4-yl)phenol